C(C=C)C(C(=O)O)CC(=O)O.[Na] sodium allyl-succinic acid